methyl propionate (Methyl Propionate) CC(C(=O)O)C.C(CC)(=O)OC